5-bromo-7-(4-{[tert-butyl(dimethyl)silyl]oxy}cyclohexyl)pyrrolo[2,1-f][1,2,4]triazin-4-amine BrC=1C=C(N2N=CN=C(C21)N)C2CCC(CC2)O[Si](C)(C)C(C)(C)C